CN1N=C(C(=C1C)NC(=O)OC(C)C1=CC=CC=C1)C1=CC=C(C=C1)C1=CC=C(C=C1)C1(CC1)C(=O)O 4-[4-[1,5-dimethyl-4-(1-phenylethoxycarbonylamino)pyrazol-3-yl]phenyl]phenyl-cyclopropanecarboxylic acid